FC1=C(C=C(C(=C1)C)SCC(F)(F)F)N1N=C(N=C1N)C(F)(F)F 1-{2-fluoro-4-methyl-5-[(2,2,2-trifluoroethyl)sulfanyl]phenyl}-3-(trifluoromethyl)-1H-1,2,4-triazole-5-amine